ClC1=C(C(=O)NC=2C(=NNC2)C(=O)NC2CCN(CC2)CC2=CC(=CC=C2)NC2C(NC(CC2)=O)=O)C(=CC=C1)Cl 4-(2,6-dichlorobenzamido)-N-(1-(3-((2,6-dioxopiperidin-3-yl)amino)benzyl)piperidin-4-yl)-1H-pyrazole-3-carboxamide